3-((R)-1-(3-(5,6,7,8-tetrahydro-1,8-naphthyridin-2-yl)propyl)piperidine-3-carboxamido)-3-(3-(trifluoromethyl)phenyl)propanoic acid hydrochloride Cl.N1=C(C=CC=2CCCNC12)CCCN1C[C@@H](CCC1)C(=O)NC(CC(=O)O)C1=CC(=CC=C1)C(F)(F)F